N-(2-methylpyridin-3-yl)-5-(4,4,5,5-tetramethyl-1,3,2-dioxaborolan-2-yl)-2-(trifluoromethyl)pyrimidin-4-amine CC1=NC=CC=C1NC1=NC(=NC=C1B1OC(C(O1)(C)C)(C)C)C(F)(F)F